(S)-3-(6-(2-Benzylpiperidin-1-yl)-1-methyl-1H-pyrazolo[3,4-d]pyrimidin-3-yl)-2,6-difluoro-5-(trifluoromethyl)phenol C(C1=CC=CC=C1)[C@H]1N(CCCC1)C1=NC=C2C(=N1)N(N=C2C=2C(=C(C(=C(C2)C(F)(F)F)F)O)F)C